FC1(CCCCC1)CNC=1N=CC2=C(N1)NC=C2C=2C=NC=1N(C2)C=CN1 N-((1-fluorocyclohexyl)methyl)-5-(imidazo[1,2-a]pyrimidin-6-yl)-7H-pyrrolo[2,3-d]pyrimidin-2-amine